Cl.FC(CCC(CO)N)(F)F 5-(trifluoromethyl)oxapentan-3-amine hydrochloride